N-(2-methoxy-4-aminophenyl)-4-chlorobenzamide COC1=C(C=CC(=C1)N)NC(C1=CC=C(C=C1)Cl)=O